7-(((benzyloxy)carbonyl)amino)-2-azaspiro[3.5]nonane-2-carboxylic acid C(C1=CC=CC=C1)OC(=O)NC1CCC2(CN(C2)C(=O)O)CC1